N-[2-(4-fluorophenyl)-2-methylpropyl](2-{[2-(4-fluorophenyl)-2-methylpropyl]amino}pyrimidin-5-yl)carboxamide FC1=CC=C(C=C1)C(CNC(=O)C=1C=NC(=NC1)NCC(C)(C)C1=CC=C(C=C1)F)(C)C